tert-butyl (2-((5-(1-((2S,4R)-4-hydroxy-2-(((R)-1-(4-(4-methylthiazol-5-yl)phenyl)ethyl)carbamoyl)pyrrolidin-1-yl)-3-methyl-1-oxobutan-2-yl)isoxazol-3-yl)oxy)ethyl)carbamate O[C@@H]1C[C@H](N(C1)C(C(C(C)C)C1=CC(=NO1)OCCNC(OC(C)(C)C)=O)=O)C(N[C@H](C)C1=CC=C(C=C1)C1=C(N=CS1)C)=O